(S)-3-(2,6-bis(3,5-bis((4-(4,4,5,5-tetramethyl-1,3,2-dioxaborolan-2-yl)benzamido)methyl)benzamido)hexanamido)propanoate CC1(OB(OC1(C)C)C1=CC=C(C(=O)NCC=2C=C(C(=O)N[C@H](C(=O)NCCC(=O)[O-])CCCCNC(C3=CC(=CC(=C3)CNC(C3=CC=C(C=C3)B3OC(C(O3)(C)C)(C)C)=O)CNC(C3=CC=C(C=C3)B3OC(C(O3)(C)C)(C)C)=O)=O)C=C(C2)CNC(C2=CC=C(C=C2)B2OC(C(O2)(C)C)(C)C)=O)C=C1)C